C1(=CC=CC=C1)CC(C)NCCCCN1C(C2=CC=CC=C2C1=O)=O 2-[4-(1-Phenylpropan-2-ylamino)butyl]isoindole-1,3-dione